ethylenediaminetetra(vinylphosphonic acid) C(CN(P(OC=C)(O)=O)P(OC=C)(O)=O)N(P(OC=C)(O)=O)P(OC=C)(O)=O